8-methyl-7-(4,4,5,5-tetramethyl-1,3,2-diOxaborolan-2-yl)-2,3-dihydro-1H-pyrido[2,3-b][1,4]oxazine-1-carboxylic acid tert-butyl ester C(C)(C)(C)OC(=O)N1C2=C(OCC1)N=CC(=C2C)B2OC(C(O2)(C)C)(C)C